ClC1=CC(=C(C=C1)N1C[C@@H]2CN[C@@H]2C1)F (1S,5S)-3-(4-chloro-2-fluorophenyl)-3,6-diazabicyclo[3.2.0]heptane